(S)-N-(5-(2-(2-aminopyridin-3-yl)-5-(1H-pyrazol-1-yl)-3H-imidazo[4,5-b]pyridin-3-yl)-2,3-dihydro-1H-inden-1-yl)-3-(but-2-ynamido)benzamide NC1=NC=CC=C1C1=NC=2C(=NC(=CC2)N2N=CC=C2)N1C=1C=C2CC[C@@H](C2=CC1)NC(C1=CC(=CC=C1)NC(C#CC)=O)=O